ClC(F)(Cl)Cl TRICHLOROFLUOROMETHANE